CC1COCC(N1)=O 5-Methylmorpholin-3-one